2-(2,6-Dichlorophenyl)-9-(1-methyl-1H-imidazol-4-yl)imidazo[2,1-f][1,6]naphthyridine-3-carboxamide ClC1=C(C(=CC=C1)Cl)C=1N=C2C=3C=C(C=NC3C=CN2C1C(=O)N)C=1N=CN(C1)C